(S)-ethyl-2,5-dioxotetrahydro-1H-pyrrolizine C(C)[C@@H]1C(CN2C(CCC12)=O)=O